C(CC)C(CCO)CCO 3-propylpentane-1,5-diol